Methyl 2-(2-(5-(4-acetamidophenyl)-1-oxoisoquinolin-2(1H)-yl)acrylamido)acrylate C(C)(=O)NC1=CC=C(C=C1)C1=C2C=CN(C(C2=CC=C1)=O)C(C(=O)NC(C(=O)OC)=C)=C